C1(C=CC(N1CCCCCCOCCCCCCOC1=CC(=CC(=C1)Br)Br)=O)=O 1-(6'-(6''-Maleimidohexyloxy)hexyloxy)-3,5-dibromobenzene